(5-(2-isobutyl-7H-pyrrolo[2,3-d]pyrimidin-5-yl)pyrazolo[1,5-a]pyridin-3-yl)(piperidin-1-yl)methanone C(C(C)C)C=1N=CC2=C(N1)NC=C2C2=CC=1N(C=C2)N=CC1C(=O)N1CCCCC1